COC1=C(C=C(C=C1)C1(C=CC2=C(O1)C=1C=CC(=CC1C1=C2C(C2=CC(=CC=C21)C2=C(C=C(C=C2)C(F)(F)F)F)(CCC)CCC)OC)C2=CC=C(C=C2)N2CCOCC2)F 3-(4-methoxy-3-fluorophenyl)3-(4-morpholinophenyl)-7-methoxy-11-(4-trifluoromethyl-2-fluorophenyl)-13,13-dipropyl-3H,13H-indeno[2',3':3,4]naphtho[1,2-b]pyran